N',N-dibenzylethylenediamine C(C1=CC=CC=C1)NCCNCC1=CC=CC=C1